4-phenoxy-phenyl-8-[1-(4,4,4-trifluoro-but-2-enoyl)-piperidin-4-yl]-5,6,7,8-tetrahydro-imidazo[1,2-b]pyridazine-3-carboxamide O(C1=CC=CC=C1)C1=CC=C(C=C1)C=1N=C2N(NCCC2C2CCN(CC2)C(C=CC(F)(F)F)=O)C1C(=O)N